C(C)(C)(C)OC(=O)N1[C@@H](CCC1=O)C(=O)OC(C)(C)C.O1CCC(CC1)NC1=C(C(=O)N)C=CC=C1 2-((tetrahydro-2H-pyran-4-yl)amino)benzamide (S)-di-tert-butyl-5-oxopyrrolidine-1,2-dicarboxylate